5-[6-(cyclopropylamino)pyridin-3-yl]-1-(oxetan-4-yl)-N-[(3S)-9-fluoro-2-oxo-5-phenyl-1,3-dihydro-1,4-benzodiazepine-3-Yl]pyrazole-4-carboxamide C1(CC1)NC1=CC=C(C=N1)C1=C(C=NN1C1CCO1)C(=O)N[C@@H]1C(NC2=C(C(=N1)C1=CC=CC=C1)C=CC=C2F)=O